C(C)C=1NC(=CN1)C(=O)O Ethylimidazole-5-carboxylic acid